C(C)(C)(C)OC[C@H](N)C(=O)OC(CCCCCCC\C=C/CCCCCCCC)CCCCCCCC\C=C/CCCCCCCC (9Z,27Z)-Hexatriacont-9,27-dien-18-yl O-(tert-butyl)serinate